bis1,5-cyclooctadiene iridium (I) tetrakis(3,5-bis(trifluoromethyl)phenyl)borate FC(C=1C=C(C=C(C1)C(F)(F)F)[B-](C1=CC(=CC(=C1)C(F)(F)F)C(F)(F)F)(C1=CC(=CC(=C1)C(F)(F)F)C(F)(F)F)C1=CC(=CC(=C1)C(F)(F)F)C(F)(F)F)(F)F.[Ir+].C1=CCCC=CCC1.C1=CCCC=CCC1